ClC1=NC=C(C(=C1)F)C#CC1CN(CC1)S(=O)(=O)C1CC1 2-chloro-5-((1-(cyclopropylsulfonyl)pyrrolidin-3-yl)ethynyl)-4-fluoropyridine